(2R,4S)-N-((S)-1-(((R)-2-amino-6,7-dihydro-5H-cyclopenta[b]pyridin-5-yl)amino)-1-oxopropan-2-yl)-4-(4-chlorobenzyl)pyrrolidine-2-carboxamide NC1=CC=C2C(=N1)CC[C@H]2NC([C@H](C)NC(=O)[C@@H]2NC[C@H](C2)CC2=CC=C(C=C2)Cl)=O